samarium-aluminum oxide [O-2].[Al+3].[Sm+3].[O-2].[O-2]